CN(C1(C(C=CC=C1)CC(CC)=O)N1CCOCC1)C (2-(dimethylamino)-2-morpholinophenyl)-butanone